4-(3,8-diazabicyclo[3.2.1]octan-3-yl)-7-(8-chloronaphthalen-1-yl)-6,8-difluoro-2-(((2R,7aS)-2-fluorotetrahydro-1H-pyrrolizin-7a(5H)-yl)methoxy)-5-methoxyquinazoline C12CN(CC(CC1)N2)C2=NC(=NC1=C(C(=C(C(=C21)OC)F)C2=CC=CC1=CC=CC(=C21)Cl)F)OC[C@]21CCCN1C[C@@H](C2)F